(2R)-5-hexyl-2-undecyl-2,3-dihydropyran-6-one C(CCCCC)C1=CC[C@H](OC1=O)CCCCCCCCCCC